P(=O)(O)(O)O[C@@H](CC(C(=O)O)=O)[C@@H](O)[C@@H](O)[C@@H]([C@H](O)CO)F monophospho-3,7-dideoxy-7-fluoro-D-glycero-D-galacto-nonulosonic acid